C1(CC1)C1=NC(=C2C(=N1)N(N=C2)C)SCC(=O)C2=CC=C(S2)CNC(C(C)(C)C)=O N-((5-(2-((6-cyclopropyl-1-methyl-1H-pyrazolo[3,4-d]pyrimidin-4-yl)thio)acetyl)thiophen-2-yl)methyl)pivalamide